(2R)-2-(3-{3-[1-(4-Amino-3-methyl-1H-pyrazolo[3,4-d]pyrimidin-1-yl)ethyl]-5-chloro-2-methoxy-6-methylphenyl}azetidin-1-yl)-N-methylpropanamide NC1=C2C(=NC=N1)N(N=C2C)C(C)C=2C(=C(C(=C(C2)Cl)C)C2CN(C2)[C@@H](C(=O)NC)C)OC